CN1CCN(CC1)C1=CC=C(N=N1)OC=1C=CC=2N(C1)N=CC2C2=CC=C(C(=N2)C=2C(=NN(C2)CC(F)(F)F)C)C(C)O 1-[6-[6-[6-(4-methylpiperazin-1-yl)pyridazin-3-yl]oxypyrazolo[1,5-a]pyridin-3-yl]-2-[3-methyl-1-(2,2,2-trifluoroethyl)pyrazol-4-yl]pyridin-3-yl]ethanol